(S)-N,5-dimethyl-N-(2,2,2-trifluoro-1-(4-fluorophenyl)ethyl)thiophene-2-sulfonamide CN(S(=O)(=O)C=1SC(=CC1)C)[C@H](C(F)(F)F)C1=CC=C(C=C1)F